ClC1=CC=C(CN2N=C(C=CC2=O)C2=CC=C(C=C2)NC(C)=O)C=C1 N-(4-(1-(4-chlorobenzyl)-6-oxo-1,6-dihydropyridazin-3-yl)phenyl)acetamide